FC=1C(=NC=C(C1)F)C(=O)OC methyl 3,5-difluoro-2-pyridinecarboxylate